C(N)([S-])=S dithio-carbamate